C1(CC1)C=1SC(=CN1)C1=CC(=NC=C1)N(C(=O)[C@@H]1CC[C@H](CC1)C(=O)OC)C[C@@H]1CC[C@H](CC1)C1=NC(=C(C=C1)OC)C trans-Methyl 4-((4-(2-cyclopropylthiazol-5-yl)pyridin-2-yl)((trans-4-(5-methoxy-6-methylpyridin-2-yl)cyclohexyl)methyl)carbamoyl)-cyclohexanecarboxylate